FC(C(=O)O)(F)F.FC1CN(CC1OC)S(=O)(=O)N 3-fluoro-4-methoxypyrrolidine-1-sulfonamide trifluoroacetate